hexadecyloxy tetraoxyethylene phosphate P1(=O)(OOCCCCCCCCCCCCCCCC)OOOOOCCO1